COC(C1CCN(CC1)C1=C(C=C(C(=C1)OC)[N+](=O)[O-])C=1C=NN(C1)C1OCCCC1)OC 4-(Dimethoxymethyl)-1-(5-methoxy-4-nitro-2-(1-(tetrahydro-2H-pyran-2-yl)-1H-pyrazol-4-yl)phenyl)piperidine